1-([1,2,4]triazolo[3,4-a]isoquinolin-7-yl)prop-2-yn-1-yl acetate C(C)(=O)OC(C#C)C1=C2C=CN3C(C2=CC=C1)=NN=C3